O=C1NC(CC[C@@H]1N1CC2=CC=C(C(=C2C1=O)F)CNC(OC1CC(C1)C1=NC=CC2=C1N=CS2)=O)=O (1s,3s)-3-(thiazolo[4,5-c]pyridin-4-yl)cyclobutyl ((2-(2,6-dioxopiperidin-3-yl)-4-fluoro-3-oxoisoindolin-5-yl)methyl)carbamate